(2-hydroxynaphthalen-1-yl)boric acid OC1=C(C2=CC=CC=C2C=C1)OB(O)O